N-(3-methoxyphenyl)-1-(6-nitropyridin-2-yl)-1H-indol-5-amine COC=1C=C(C=CC1)NC=1C=C2C=CN(C2=CC1)C1=NC(=CC=C1)[N+](=O)[O-]